C(CC)C(C(C(=O)[O-])=O)(C)NC(NCCCCCCCCCCCCCCCC)=S propyl-hexadecylcarbamothioylamino-oxobutanoate